7-bromo-6-chloro-benzofuran BrC1=C(C=CC=2C=COC21)Cl